P(=O)(OC(C1=C(C=C(C=C1C)C)C)=O)(OC1=CC=CC=C1)OC1=CC=CC=C1 2,4,6-trimethylbenzoyl diphenyl phosphate